C(CCCC)C(CO)CO 2-n-pentyl-1,3-propanediol